((2-(2-(diethylamino)ethoxy)naphthalen-1-yl)methyl)naphthalene-2-ol formate C(=O)OC1=C(C2=CC=CC=C2C=C1)CC1=C(C=CC2=CC=CC=C12)OCCN(CC)CC